1-[(4-methylphenyl)sulfonyl]indoline CC1=CC=C(C=C1)S(=O)(=O)N1CCC2=CC=CC=C12